6-(cyclopropanecarboxamido)-N-(methyl-d3)-4-((2-methyl-5-(methyl-d3)-4,5-dihydro-2H-pyrazolo[4,3-c][1,7]naphthyridin-6-yl)amino)pyridazine-3-carboxamide C1(CC1)C(=O)NC1=CC(=C(N=N1)C(=O)NC([2H])([2H])[2H])NC1=NC=CC=2C=3C(CN(C12)C([2H])([2H])[2H])=CN(N3)C